2-(6-(1-((1S,3R,4R,5R)-4-fluoro-1,7-dimethyl-9-azabicyclo[3.3.1]nonan-3-yl)vinyl)pyridazin-3-yl)-5-(1H-imidazol-1-yl)phenol F[C@@H]1[C@H](C[C@@]2(CC(C[C@H]1N2)C)C)C(=C)C2=CC=C(N=N2)C2=C(C=C(C=C2)N2C=NC=C2)O